[Si](C1=CC=CC=C1)(C1=CC=CC=C1)(C(C)(C)C)OC1CN(C1)C1=CC=C2C(=N1)C(=C(N2)B2OC(C(O2)(C)C)(C)C)C(C)C 5-(3-((tert-butyldiphenylsilyl)oxy)azetidin-1-yl)-3-isopropyl-2-(4,4,5,5-tetramethyl-1,3,2-dioxaborolan-2-yl)-1H-pyrrolo[3,2-b]pyridine